Cl.C=C1CCNCC1 4-methylenepiperidine hydrochloride